(R)-2,6-dioxopiperidin O=C1NC(CCC1)=O